S=[Se] thioselenide